(2S)-2-Methoxy-2-[3-methoxy-5-(trifluoromethoxy)phenyl]-N-[5-[[(3R)-1-pyridazin-3-ylpyrrolidin-3-yl]amino]-1,3,4-thiadiazol-2-yl]acetamid CO[C@H](C(=O)NC=1SC(=NN1)N[C@H]1CN(CC1)C=1N=NC=CC1)C1=CC(=CC(=C1)OC(F)(F)F)OC